BrC1=C(C(=C(C(=O)O)C=C1)CO)F 4-bromo-3-fluoro-2-(hydroxymethyl)benzoic acid